NC=1C2=C(N=CN1)N(C(=C2C(=O)O)Br)C2(CC2)C 4-amino-6-bromo-7-(1-methylcyclopropyl)-7H-pyrrolo[2,3-d]pyrimidine-5-carboxylic acid